(2S)-N-{(3S*,4S*)-4-[(2,3'-difluoro[1,1'-biphenyl]-3-yl)methyl]-7-methyl-6-oxo-1,3,4,6-tetrahydro-2H-quinolizin-3-yl}oxolane-2-carboxamide FC1=C(C=CC=C1C[C@H]1[C@H](CCC2=CC=C(C(N12)=O)C)NC(=O)[C@H]1OCCC1)C1=CC(=CC=C1)F |o1:8,9|